ClC1=C2C(=NC=C1OC=1C=NN3C1C=NC(=C3)NC)N=C(N2C)NC=2C(N(C=C(C2)C(F)(F)F)C([2H])([2H])[2H])=O 3-((7-chloro-1-methyl-6-((6-(methylamino)pyrazolo[1,5-a]pyrazin-3-yl)oxy)-1H-imidazo[4,5-b]pyridin-2-yl)amino)-1-(methyl-d3)-5-(trifluoromethyl)pyridin-2(1H)-one